N1=CC=C(C=C1)C1=CC(=CC(=C1)C1=CC=NC=C1)C1=CC=NC=C1 1,3,5-tris(4-pyridyl)benzene